1-(5-chloro-3-fluoro-pyridin-2-yl)-3-(1-hydroxy-ethyl)-4-(4-(trifluoro-methyl)benzyl)piperazine-2,5-dione ClC=1C=C(C(=NC1)N1C(C(N(C(C1)=O)CC1=CC=C(C=C1)C(F)(F)F)C(C)O)=O)F